(S)-5-[4-(5-fluoro-2,3-dihydrobenzofuran-7-yl)-2-hydroxy-4-methyl-2-trifluoromethyl-pentylamino]-2,6-dimethylquinoline FC=1C=C(C2=C(CCO2)C1)C(C[C@](CNC1=C2C=CC(=NC2=CC=C1C)C)(C(F)(F)F)O)(C)C